2-(4-bromophenyl)isoindol-1-one tert-butyl-2-[[1-[(dimethylamino)methyl]cyclopropyl]methoxy]-4-methoxy-6,8-dihydro-5H-pyrido[3,4-d]pyrimidine-7-carboxylate C(C)(C)(C)OC(=O)N1CC=2N=C(N=C(C2CC1)OC)OCC1(CC1)CN(C)C.BrC1=CC=C(C=C1)N1C(C2=CC=CC=C2C1)=O